4-(2-oxo-2-(pyridin-4-ylamino)ethyl)-pyrrolidine-2-carboxylic acid O=C(CC1CC(NC1)C(=O)O)NC1=CC=NC=C1